2-(1-cyclopropyl-1H-pyrazol-4-yl)-4-(5-(2,4-difluorophenyl)-2-methylpyrido[3,4-b]pyrazin-7-yl)morpholine C1(CC1)N1N=CC(=C1)C1CN(CCO1)C1=CC=2C(=NC=C(N2)C)C(=N1)C1=C(C=C(C=C1)F)F